C(C1=CC=CC=C1)OC1=CC(=NC(=C1)C)Br 4-(benzyloxy)-2-bromo-6-methylpyridine